tert-butyl 4-[1-(2-ethoxy-2-oxoethyl)-5'-fluoro-1'-methyl-[4,6'-biindazol]-3-yl]piperidine-1-carboxylate C(C)OC(CN1N=C(C=2C(=CC=CC12)C1=C(C=C2C=NN(C2=C1)C)F)C1CCN(CC1)C(=O)OC(C)(C)C)=O